1-[3-(difluoromethyl)-6-[5-[(6-methylpyridazin-3-yl)amino]benzimidazol-1-yl]-2-pyridyl]-5-methyl-pyrazole-3-carbonitrile FC(C=1C(=NC(=CC1)N1C=NC2=C1C=CC(=C2)NC=2N=NC(=CC2)C)N2N=C(C=C2C)C#N)F